N-((1S)-(4,4-difluorocyclohexyl)(6-(((5R)-2-oxo-5-(trifluoromethyl)piperidin-3-yl)methyl)imidazo[1,2-b]pyridazin-2-yl)methyl)-4-(trifluoromethyl)-1,2,5-oxadiazole-3-carboxamide FC1(CCC(CC1)[C@H](NC(=O)C1=NON=C1C(F)(F)F)C=1N=C2N(N=C(C=C2)CC2C(NC[C@@H](C2)C(F)(F)F)=O)C1)F